CC1=NN2C(C(C(C=C2)=O)CC(=O)NC2=NC=C(C=C2)F)=C1 methyl-4-(2-((5-fluoropyridin-2-yl)amino)-2-oxoethyl)-5-oxo-4,5-dihydropyrazolo[1,5-a]pyridine